N-(2-(5-chloro-1H-indol-3-yl)ethyl)-2-cyclobutylacetamide ClC=1C=C2C(=CNC2=CC1)CCNC(CC1CCC1)=O